C(#N)C=1C=C2C(=CNC2=CC1)C[C@@H](C(=O)O)NC(=O)OCC1C2=CC=CC=C2C=2C=CC=CC12 (2S)-3-(5-cyano-1H-indol-3-yl)-2-({[(9H-fluoren-9-yl)methoxy]carbonyl}amino)propanoic acid